(R)-4-cyclopropyl-N-((S)-2-(dimethylamino)-3-(4-hydroxyphenyl)propyl)-3-(pyrimidin-5-yl)butanamide C1(CC1)C[C@H](CC(=O)NC[C@H](CC1=CC=C(C=C1)O)N(C)C)C=1C=NC=NC1